N1-(2,2,2-trifluoroethyl)ethane-1,2-diamine FC(CNCCN)(F)F